C(C)[SiH2]N[SiH2]CC 1,3-diethyldisilazane